NC=1C(=CN(C(N1)=O)[C@@H]1O[C@]2(CN([C@@H]1[C@@H]2O)S(=O)(=O)C)COC(C2=CC=CC=C2)(C2=CC=C(C=C2)OC)C2=CC=C(C=C2)OC)C 6-Amino-3-[(1R,3R,4R,7S)-1-[[bis(4-methoxyphenyl)-phenyl-methoxy]methyl]-7-hydroxy-5-methylsulfonyl-2-oxa-5-azabicyclo[2.2.1]heptan-3-yl]-5-methyl-pyrimidin-2-one